C(C)(C)(C)C=1C=C(C2=C(C3=C(O2)C=C2C(C=4C=CC=C(C4C2=C3)Cl)(C)C)C1)C(C)(C)C 2,4-di-tert-butyl-11-chloro-7,7-dimethyl-7H-fluoreno[2,3-b]benzofuran